((1S,3R)-1-(4-bromo-2,6-difluorophenyl)-2-(2-fluoro-2-methylpropyl)-3-methyl-1,2,3,4-Tetrahydroisoquinolin-6-yl)phosphonium BrC1=CC(=C(C(=C1)F)[C@H]1N([C@@H](CC2=CC(=CC=C12)[PH3+])C)CC(C)(C)F)F